2-(3-chlorophenyl)-5-(1-methyl-1H-pyrazol-4-yl)-N4-(1,2,3,4-tetrahydroisoquinolin-7-yl)pyrimidine-2,4-diamine ClC=1C=C(C=CC1)C1(NC=C(C(=N1)NC1=CC=C2CCNCC2=C1)C=1C=NN(C1)C)N